CN1C(CCCC2=C1C=CC=C2)=O 1-methyl-2-oxo-4,5-dihydro-3H-1-benzazepine